C1(=CC=C(C=C1)C1=NC=NC2=CC=CC=C12)C1=CC=CC=C1 4-([1,1'-biphenyl]-4-yl)quinazoline